BrC1=NC(=CC(=C1)NC(C1=CC=CC=C1)(C1=CC=CC=C1)C1=CC=CC=C1)F 2-bromo-6-fluoro-N-trityl-pyridin-4-amine